C(#N)C=1C=C(C=NC1N1N=CC=N1)NC(=O)C=1C=NN(C1C(F)(F)F)C1=C(C=CC=C1)C1CC1 N-(5-cyano-6-(2H-1,2,3-triazol-2-yl)pyridin-3-yl)-1-(2-cyclopropylphenyl)-5-(trifluoromethyl)-1H-pyrazole-4-carboxamide